C[Si](C1=CC(=CC=C1)C=C)(OCCC)C dimethylpropoxy(3-vinylphenyl)silane